methyl-isobutyl-carbon C[C]CC(C)C